[N].C(C(=O)O)(=O)O oxalic acid nitrogen